C(C)OC(C(CCCC1=CC=C(C=C1)OCCOCCOCC)N1CCNCCNCCNCC1)=O 5-{4-[2-(2-ethoxyethoxy)ethoxy]phenyl}-2-(1,4,7,10-tetraazacyclododecane-1-yl)pentanoic acid ethyl ester